OCCS(=O)(=O)C1=CC(=C(C(=O)NC=2C(N(C=CC2)CCC(F)(F)F)=O)C=C1)N1CCC2(CC2)CC1 4-((2-hydroxyethyl)sulfonyl)-N-(2-oxo-1-(3,3,3-trifluoropropyl)-1,2-dihydropyridin-3-yl)-2-(6-azaspiro[2.5]octan-6-yl)benzamide